COC=1C=C2C(=CNC2=CC1)CC(CC)N 1-(5-methoxy-1H-indol-3-yl)butan-2-amine